tert-butyl 4-(((4-(difluoromethyl)-6-(hydroxymethyl)pyridin-3-yl)oxy)methyl)piperidine-1-carboxylate FC(C1=C(C=NC(=C1)CO)OCC1CCN(CC1)C(=O)OC(C)(C)C)F